3-(3-fluoro-4-(1H-imidazol-1-yl)pyridin-2-yl)-1-(2-methoxypyrimidin-5-yl)-1-((5-(trifluoromethyl)-1H-pyrazol-3-yl)methyl)urea FC=1C(=NC=CC1N1C=NC=C1)NC(N(CC1=NNC(=C1)C(F)(F)F)C=1C=NC(=NC1)OC)=O